FC=1C=C(C=CC1N1C[C@H](CC1)CO)NC(CN1N=CC(=C1)C1=CC=2N(C=C1)N=CN2)=O N-[3-Fluoro-4-[(3s)-3-(hydroxymethyl)pyrrolidin-1-yl]phenyl]-2-[4-([1,2,4]triazolo[1,5-a]pyridin-7-yl)pyrazol-1-yl]acetamide